(2r,3s,5s)-2-((((1s,3s,6r)-6-(5-fluoropyrimidin-2-yl)bicyclo[4.1.0]hept-3-yl)oxy)methyl)-5-(methoxymethyl)-3-(methylsulfonylamino)pyrrolidine-1-carboxylic acid methyl ester COC(=O)N1[C@H]([C@H](C[C@H]1COC)NS(=O)(=O)C)CO[C@@H]1C[C@@H]2C[C@@]2(CC1)C1=NC=C(C=N1)F